C(C)(=O)N[C@@H](CS)C(=O)O[2H] N-acetyl-cysteine-d